CC1=C(C=C(C=C1C(F)(F)F)C(F)(F)F)NS(=O)(=O)C1=C(C=C(C=C1C)C(C)(C)C)C N-(2-methyl-3,5-bis(trifluoromethyl)phenyl)-4-(tert-butyl)-2,6-dimethylbenzene-sulfonamide